7,8-dihydro-1,6-naphthyridin-5(6H)-one N1=CC=CC=2C(NCCC12)=O